CC1=C(C=CC(=C1)N)C1=C(C=C(C=C1)N)C 2,2'-dimethylbiphenyl-4,4'-diamine